(S)-6-(1-amino-1,3-dihydrospiro[indene-2,4'-piperidin]-1'-yl)-3-(1,1-dioxido-2H-thiochromen-4-yl)-1,5-dihydro-4H-pyrazolo[3,4-d]pyrimidin-4-one N[C@@H]1C2=CC=CC=C2CC12CCN(CC2)C=2NC(C1=C(N2)NN=C1C1=CCS(C2=CC=CC=C12)(=O)=O)=O